7,9-difluoro-2,4-dimethyl-5H-pyrimido[5,4-b]indole FC=1C=C(C=2C3=C(NC2C1)C(=NC(=N3)C)C)F